N-(2-(dimethylamino)ethyl)-N-methyl-5-(4-(1-(2-methyl-4-((thiazol-4-ylmethoxy)methyl)benzamido)cyclopropyl)quinolin-2-yl)-1-(tetrahydro-2H-pyran-2-yl)-1H-pyrazole-3-carboxamide CN(CCN(C(=O)C1=NN(C(=C1)C1=NC2=CC=CC=C2C(=C1)C1(CC1)NC(C1=C(C=C(C=C1)COCC=1N=CSC1)C)=O)C1OCCCC1)C)C